ClC=1C=CC(=C(C1)C1=CC(=C(N=N1)C1COCC1)N)F 6-(5-chloro-2-fluorophenyl)-3-(tetrahydrofuran-3-yl)pyridazin-4-amine